[C-]#N.C(CCCCCCCCCCC)[N+]1(CCCC1)CCCC 1-dodecyl-1-butylpyrrolidinium cyanide